FS(C1=CC=C2CCNC2=C1)(F)(F)(F)F 6-(pentafluoro-λ6-sulfanyl)indoline